CC(C)([2H])C1=CC=NC=C1 4-(propan-2-yl-2-d)pyridine